OC1CN(CC1)C1=CC=CC(=N1)S(=O)(=O)NC(=O)C1CC1 N-((6-(3-hydroxypyrrolidin-1-yl)pyridin-2-yl)sulfonyl)cyclopropanecarboxamide